1-((2-(dimethoxymethyl)-5,6,7,8-tetrahydro-1,8-naphthyridin-3-yl)methyl)-3-methoxypyrrolidin-2-one COC(C1=NC=2NCCCC2C=C1CN1C(C(CC1)OC)=O)OC